N2-(tert-butyl)-N4-((2-(trifluoromethyl)pyridin-3-yl)methyl)pyrido[2,3-d]pyrimidine-2,4-diamine C(C)(C)(C)NC=1N=C(C2=C(N1)N=CC=C2)NCC=2C(=NC=CC2)C(F)(F)F